3-(N-ethylamino)-2-methylpropyltrimethoxysilane C(C)NCC(C[Si](OC)(OC)OC)C